C1C(C)O1.C=C ethylene (propylene) oxide